Methyl 1,1-difluoro-4-oxa-7-azaspiro[2.5]octane-6-carboxylate FC1(CC12OCC(NC2)C(=O)OC)F